N1=C(C=CC=C1)N1C(=NN=C1C=1SC=CN1)C1CC(C1)NC(=O)C=1C=CC=C2C=CC=NC12 N-((1r,3r)-3-(4-(pyridin-2-yl)-5-(thiazol-2-yl)-4H-1,2,4-triazol-3-yl)cyclobutyl)quinoline-8-carboxamide